COC=1C=C(C=C(C1)OC)N(C=1C=CC=2N(C(C(=CN2)C=2C=NN(C2)C)=O)C1)C 7-((3,5-Dimethoxyphenyl)(methyl)amino)-3-(1-methyl-1H-pyrazol-4-yl)-4H-pyrido[1,2-a]pyrimidin-4-one